3-methoxy-1-phenyl-1H-benzo[g]indazole-4,5-dione COC1=NN(C=2C3=C(C(C(C12)=O)=O)C=CC=C3)C3=CC=CC=C3